FC=1C(=NC=C(C1C1=C(C=NC(=C1)C)C(=O)NC=1SC(=NN1)O[C@H]1C[C@@H](CCC1)O)OC)C 3'-fluoro-N-(5-(((1R,3R)-3-hydroxycyclohexyl)oxy)-1,3,4-thiadiazol-2-yl)-5'-methoxy-2',6-dimethyl-[4,4'-bipyridine]-3-carboxamide